C(#N)N1C2C(CC1CC2)NC(=O)C=2C=C1CCN(C1=CC2)C(=O)C2CC2 endo-N-(7-cyano-7-azabicyclo[2.2.1]heptan-2-yl)-1-(cyclopropylcarbonyl)-2,3-dihydro-1H-indole-5-carboxamide